O=C1OCCCC1=C[O-] (2-oxotetrahydropyran-3-ylidene)methoxide